4-(3-methylphenyl)-2H-pyridine CC=1C=C(C=CC1)C1=CCNC=C1